trans-4-(2-Amino-2-methylpropanoyl)-N-(1-(4-(((6-aminospiro[3.3]heptan-2-yl)(ethyl)amino)methyl)cyclohexyl)-2-oxo-1,2-dihydropyrimidin-4-yl)piperazine-1-carboxamide hydrochloride salt Cl.NC(C(=O)N1CCN(CC1)C(=O)NC1=NC(N(C=C1)[C@@H]1CC[C@H](CC1)CN(CC)C1CC2(C1)CC(C2)N)=O)(C)C